FC1(C(C1)CN1N=C(C2=CC=C(C=C12)C(C)(C)O)NC=1C(=NN(C1)C)OC)F 2-{1-[(2,2-difluorocyclopropyl)methyl]-3-[(3-methoxy-1-methyl-1H-pyrazol-4-yl)amino]-1H-indazol-6-yl}propan-2-ol